magnesium aluminium water O.[Al].[Mg]